FC1=C(C=CC(=C1)CO)C1=NN2C(OCCC2)=C1C(=O)N[C@@H]1C(NC2=C(C(=N1)C1=CC=CC=C1)C=CC=C2F)=O 2-[2-Fluoro-4-(hydroxymethyl)phenyl]-N-[(3S)-9-fluoro-2-oxo-5-phenyl-1,3-dihydro-1,4-benzodiazepin-3-yl]-6,7-dihydro-5H-pyrazolo[5,1-b][1,3]oxazine-3-carboxamide